2-((8-amino-7-fluoro-6-(4-methyl-5-(1H-pyrazol-5-yl)pyridin-3-yl)isoquinolin-3-yl)amino)-5,6-dihydro-4H-pyrazolo[1,5-d][1,4]diazepin-7(8H)-one NC=1C(=C(C=C2C=C(N=CC12)NC1=NN2CC(NCCC2=C1)=O)C=1C=NC=C(C1C)C1=CC=NN1)F